methyl (3S)-3-(2-(4-((5-fluoro-1,4,5,6-tetrahydropyrimidin-2-yl)amino)-1H-indazole-6-carboxamido)acetamido)-3-(3-(trifluoromethyl)phenyl)propanoate trifluoroacetate FC(C(=O)O)(F)F.FC1CN=C(NC1)NC1=C2C=NNC2=CC(=C1)C(=O)NCC(=O)N[C@@H](CC(=O)OC)C1=CC(=CC=C1)C(F)(F)F